FC(OC=1C=CC(=NC1)C=1N=C2C(=NC1)N=C(S2)NC(OC(C)(C)C)=O)F tert-butyl (6-(5-(difluoromethoxy)pyridin-2-yl)thiazolo[4,5-b]pyrazin-2-yl)carbamate